C1(=CC=CC=C1)C1=NSC=C1CO (3-Phenylisothiazol-4-yl)methanol